C(C)(C)(C)N1C(C2(C(C2C1)(C)C)C(C)(F)F)C#N 3-(tert-butyl)-1-(1,1-difluoroethyl)-6,6-dimethyl-3-azabicyclo[3.1.0]hexane-2-carbonitrile